(4R)-4-[3-Oxo-3-[7-[[5-(trifluoro-methyl)-2-pyridyl]methyl]-2-azaspiro[3.5]nonan-2-yl]propyl]oxazolidin-2-one O=C(CC[C@H]1NC(OC1)=O)N1CC2(C1)CCC(CC2)CC2=NC=C(C=C2)C(F)(F)F